C(#N)C=1C=CC2=C(C(=CO2)C=2CN(CCC2)C(=O)OC(C)(C)C)C1 tert-Butyl 3-(5-cyano-1-benzofuran-3-yl)-5,6-dihydro-2H-pyridine-1-carboxylate